{4-[6-amino-5-(4-tert-butyl-benzyloxy)-pyridin-3-yl]-phenyl}-[(2S)-2-pyrrolidin-1-ylmethyl-pyrrolidin-1-yl]-methanone NC1=C(C=C(C=N1)C1=CC=C(C=C1)C(=O)N1[C@@H](CCC1)CN1CCCC1)OCC1=CC=C(C=C1)C(C)(C)C